C(C)(=O)NC=1C=C(C(=O)NCCOC2=C(C=C(C=C2)C(F)(F)F)Cl)C=C(N1)C 2-acetamido-N-(2-(2-chloro-4-(trifluoromethyl)phenoxy)ethyl)-6-methylisonicotinamide